6-amino-2-(4-bromo-2-ethoxyphenyl)-5-nitroso-3H-pyrimidin-4-one NC1=C(C(NC(=N1)C1=C(C=C(C=C1)Br)OCC)=O)N=O